C(C)C=1C=2N(C=CC1)N=C(C2)[C@@H]2N(CCC1=C2N=CN1)C(=O)C=1OC(=NN1)C=1C=NN(C1)C (R)-(4-(4-ethylpyrazolo[1,5-a]pyridin-2-yl)-1,4,6,7-tetrahydro-5H-imidazo[4,5-c]pyridin-5-yl)(5-(1-methyl-1H-pyrazol-4-yl)-1,3,4-oxadiazol-2-yl)methanone